COC1=CC=C2C=C(NC2=C1)CO (6-methoxy-1H-indol-2-yl)methanol